COC1[C@]23[C@@]([C@H]4CC[C@]5([C@H]([C@@H]4C1)CC[C@@H]5[C@@H](CNC(=O)NC)C)C)(CC[C@@H]2C3)C 1-((2S)-2-((1aR,3aR,3bS,5aS,6R,8aS,8bS,10aS)-10-methoxy-3a,5a-dimethylhexadecahydrocyclopenta[a]cyclopropa[2,3]cyclopenta[1,2-f]naphthalen-6-yl)propyl)-3-methylurea